(6-(((3-Amino-5-bromo-4-methoxybenzyl)oxy)methyl)-5-fluoropyridin-2-yl)(4-methoxybenzyl)carbamic acid tert-butyl ester C(C)(C)(C)OC(N(CC1=CC=C(C=C1)OC)C1=NC(=C(C=C1)F)COCC1=CC(=C(C(=C1)Br)OC)N)=O